N-(3-hydroxy-2,6-dimethyl-phenyl)-2-[(6-hydroxypyrazolo[1,5-a]pyridin-2-yl)amino]thiazole-5-carboxamide OC=1C(=C(C(=CC1)C)NC(=O)C1=CN=C(S1)NC1=NN2C(C=CC(=C2)O)=C1)C